CC=1C(=C(C=2CC3=CC=CC=C3C2C1)C1=C(C(=NN=N1)C1=C(C=CC=C1)C1=NSC2=CC3=C(C=CC=4C=5C=CC=CC5CC34)C2=C1)C1=C(C(=CC=2C3=CC=CC=C3CC12)C)C)C {[bis(dimethylfluorenyl)triazinyl]phenyl}thiaazaindenofluorene